(S)-2-(methylamino)-N-(2-(4'-(trifluoromethoxy)-[1,1'-biphenyl]-4-yl)ethyl)pentanamide hydrochloride Cl.CN[C@H](C(=O)NCCC1=CC=C(C=C1)C1=CC=C(C=C1)OC(F)(F)F)CCC